ClC=1C(=C(C(=CC1)N1N=NN=C1)C=CC(=O)O)F 3-(3-chloro-2-fluoro-6-(1H-tetrazol-1-yl)phenyl)acrylic acid